ClC=1C=2C(=CNC2C2=C(C1)CN(S(N2)(=O)=O)CC=2C=NC(=CC2)C)Cl 6,7-dichloro-3-((6-methylpyridin-3-yl)methyl)-1,3,4,9-tetrahydro-[1,2,6]thiadiazino[4,3-g]indole 2,2-dioxide